2-(4-((2S,5R)-4-benzoyl-2,5-dimethylpiperazin-1-yl)-5-(2-fluorophenyl)-7H-pyrrolo[2,3-d]pyrimidin-7-yl)isonicotinonitrile C(C1=CC=CC=C1)(=O)N1C[C@@H](N(C[C@H]1C)C=1C2=C(N=CN1)N(C=C2C2=C(C=CC=C2)F)C=2C=C(C#N)C=CN2)C